C(C#CC)NC(CNC(CN(S(=O)(=O)C)C1CCN(CC1)[C@H](C)C1=CC=CC2=CC=CC=C12)=O)=O (R)-N-(but-2-yn-1-yl)-2-(2-(N-(1-(1-(naphthalen-1-yl)ethyl)piperidin-4-yl)methylsulfonamido)acetamido)acetamide